palladium(II) bis(triphenyl-phosphine) dichloride [Cl-].[Cl-].C1(=CC=CC=C1)P(C1=CC=CC=C1)C1=CC=CC=C1.C1(=CC=CC=C1)P(C1=CC=CC=C1)C1=CC=CC=C1.[Pd+2]